BrC=1C=C(SC1CC)C=O 4-BROMO-5-ETHYL-THIOPHENE-2-CARBALDEHYDE